FC(C(=O)[O-])(F)F.COC1=C(C=CC2=NC(=NC(=C2)C=CC2=C(C=CC=C2)OC)OCCCCCCNC(=[NH2+])N)C=CC=C1 6-(4,6-bis(2-methoxystyryl)pyrimidin-2-oxy)hexylguanidinium trifluoroacetate